[Pb].[In].[Te] tellurium-indium-lead